O[C@@H]1C[C@H](N(C1)C(C(C(C)C)C1=CC(=NO1)O)=O)C(=O)NCC1=CC=C(C=C1)C1=C(N=CS1)C (2S,4R)-4-hydroxy-1-[2-(3-hydroxy-1,2-oxazol-5-yl)-3-methylbutanoyl]-N-{[4-(4-methyl-1,3-thiazol-5-yl)phenyl]methyl}pyrrolidine-2-carboxamide